FC1=CC(=C2C(=CNC2=C1)CC#N)C(=O)OC 6-fluoro-4-methoxycarbonyl-indole-3-acetonitrile